e-methyl-L-lysine CN[C@@H](CCCCN)C(=O)O